C(C)(C)(C)OC(NC1=C(C=C(C=C1)C=1N=NC=CC1)[N+](=O)[O-])=O N-(2-nitro-4-pyridazin-3-yl-phenyl)carbamic acid tert-butyl ester